7-(3-(trifluoromethyl)-1H-pyrazol-4-yl)-8,9,10,11-tetrahydro-3H-pyrazolo[4,3-a]phenanthridine FC(C1=NNC=C1C1=NC2=CC=C3C(=C2C=2CCCCC12)C=NN3)(F)F